NC1=CC(=NC(=C1)C(=O)O)C(=O)O 4-aminopyridine-2,6-dicarboxylic acid